C(C)(C)(C)OC(=O)NCCCC[C@@H](COC1=C(C(=O)O)C=CC(=C1)CCCCCCCCCCCC)NC(CN(C(CP(=O)(OCC)OCC)=O)C)=O (S)-2-((6-((tert-butoxycarbonyl)amino)-2-(2-(2-(diethoxyphosphoryl)-N-methylacetamido)acetamido)hexyl)oxy)-4-dodecylbenzoic acid